potassium n-nonanoate C(CCCCCCCC)(=O)[O-].[K+]